2,3-dihydrobenzofuran-5-sulfonyl chloride O1CCC2=C1C=CC(=C2)S(=O)(=O)Cl